C(C1=CC=CC=C1)OC1=CC=CC(=N1)C=1C=C(C=CC1)[C@@H](C)NC(C1=C(C=CC(=C1)N1CCN(CC1)C)C)=O N-[(1R)-1-[3-(6-benzyloxy-2-pyridyl)phenyl]ethyl]-2-methyl-5-(4-methyl-piperazin-1-yl)benzamide